C(C)(C)(C)[Si](OC1=CC=C(C=C1)C1CCC(CC1)=C)(C)C tert-butyldimethyl-(4-(4-methylenecyclohexyl)phenoxy)silane